COC(=O)[C@H]1N(CC1)C(=O)OC(C)(C)C (2S)-azetidine-1,2-dicarboxylic acid O1-tert-butyl O2-methyl ester